[Cu].NC=1N=CN(C1)[C@@H]1CC[C@H](CC1)O (trans)-4-(4-amino-1H-imidazol-1-yl)cyclohexanol copper